C(C)(C)(C)[Si](C)(C)Cl (RACEMIC)-tert-Butyl(chloro)dimethylsilane